ClC=1C=C2C(CC(OC2=CC1C)(C)C)NC(=O)[C@H]1[C@@H](C1)[C@H](CCOC)N1C(NC(CC1=O)(C)C)=[NH2+] [1-[(1S)-1-[(1R,2R)-2-[(6-chloro-2,2,7-trimethyl-chroman-4-yl)carbamoyl]cyclopropyl]-3-methoxy-propyl]-4,4-dimethyl-6-oxo-hexahydropyrimidin-2-ylidene]ammonium